tertbutyl 7-(dimethoxymethyl)-4-fluoro-6-formyl-3,4-dihydro-2,4-methylene-1,8-naphthyridine-1(2H)-carboxylate COC(C1=C(C=C2C3(CC(N(C2=N1)C(=O)OC(C)(C)C)C3)F)C=O)OC